C(C)(C)(C)OC(=O)N([C@H]1CN(CC1)C=1N=CC(=NC1)C(=O)[O-])C1CC1.[Li+] lithium (R)-5-(3-((tert-butoxycarbonyl)(cyclopropyl)amino)pyrrolidin-1-yl)pyrazine-2-carboxylate